tert-Butyl 4-fluoro-4-(4-formyl-3-methoxy-phenyl)-piperidine-1-carboxylate FC1(CCN(CC1)C(=O)OC(C)(C)C)C1=CC(=C(C=C1)C=O)OC